5-(1-cyclopropylethyl)-1,3-dihydroisobenzofuran-4-ol C1(CC1)C(C)C1=C(C=2COCC2C=C1)O